1H-indole-4-carboxylate Phosphorus(V) [P+5].N1C=CC=2C(=CC=CC12)C(=O)[O-].N1C=CC=2C(=CC=CC12)C(=O)[O-].N1C=CC=2C(=CC=CC12)C(=O)[O-].N1C=CC=2C(=CC=CC12)C(=O)[O-].N1C=CC=2C(=CC=CC12)C(=O)[O-]